(S)-1-(1-acryloylpyrrolidin-3-yl)-4-amino-3-((7-methoxy-3-carbonylisoindolin-5-yl)ethynyl)-1H-pyrazolo[4,3-c]pyridine-7-carbonitrile C(C=C)(=O)N1C[C@H](CC1)N1N=C(C=2C(=NC=C(C21)C#N)N)C#CC=2C=C1C(NCC1=C(C2)OC)=C=O